CN(CCN1C(=NC2=C1C=CC(=C2)NC2=NC=C(C(=N2)C2=CNC1=C(C=CC=C21)F)C(F)(F)F)C)C 1-(2-(dimethylamino)ethyl)-N-(4-(7-fluoro-1H-indol-3-yl)-5-(trifluoromethyl)pyrimidin-2-yl)-2-methyl-1H-benzo[d]imidazol-5-amine